6-chloro-5-methoxybenzo[b]Thiophene-2-carboxylic acid ClC=1C(=CC2=C(SC(=C2)C(=O)O)C1)OC